3-chloro-4-(5-chloro-2-(4-(trifluoromethyl)-1H-1,2,3-triazol-1-yl)phenyl)pyridin-2(1H)-one ClC=1C(NC=CC1C1=C(C=CC(=C1)Cl)N1N=NC(=C1)C(F)(F)F)=O